(2S)-2-[4-(4-chlorophenoxy)-2-(trifluoro-methyl)phenyl]-1-(1H-1,2,4-triazol-1-yl)propan-2-ol ClC1=CC=C(OC2=CC(=C(C=C2)[C@](CN2N=CN=C2)(C)O)C(F)(F)F)C=C1